4-(4-{[4-Ethyl-2-(trifluoromethyl)phenyl]methoxy}-3-methoxyphenyl)-2H,6H,7H-pyrazolo[3,4-b]pyridin-6-one C(C)C1=CC(=C(C=C1)COC1=C(C=C(C=C1)C=1C=2C(NC(C1)=O)=NNC2)OC)C(F)(F)F